ClC1=C(C=CC=C1)SCC(=O)N1[C@@H](CCC1)C1=NC(C(=C2N1CCN(C2=O)CCS(=O)(=O)C2=CC=C(C#N)C=C2)O)=O (S)-4-((2-(6-(1-(2-((2-chlorophenyl)thio)acetyl)pyrrolidin-2-yl)-9-hydroxy-1,8-dioxo-1,3,4,8-tetrahydro-2H-pyrazino[1,2-c]pyrimidin-2-yl)ethyl)sulfonyl)benzonitrile